(2S,3S,4R,5R,6S)-2-(4-bromophenoxy)-6-methyltetrahydro-2H-pyran-3,4,5-triyl triacetate C(C)(=O)O[C@@H]1[C@@H](O[C@H]([C@H]([C@H]1OC(C)=O)OC(C)=O)C)OC1=CC=C(C=C1)Br